C12CCCC(N(C1)C(=O)[O-])CN2 6,8-diazabicyclo[3.2.2]Nonane-6-carboxylate